CC=1NC(C(=C2C1CCC2)C#N)=O 1-Methyl-3-oxo-3,5,6,7-tetrahydro-2H-cyclopenta[c]pyridine-4-carbonitrile